FC=1C=C(N)C=C(C1OC1=C2C(=NC=C1)N(C=C2C2(COC2)OCC(F)(F)F)COCC[Si](C)(C)C)F 3,5-difluoro-4-[(3-[3-(2,2,2-trifluoroethoxy)oxetan-3-yl]-1-{[2-(trimethylsilyl)ethoxy]methyl}-1H-pyrrolo[2,3-b]pyridin-4-yl)oxy]aniline